4-((4-(6-((5-fluoro-4-(4-fluoro-1-isopropyl-2-methyl-1H-benzo[d]imidazol-6-yl)pyrimidin-2-yl)amino)pyridin-3-yl)piperazin-1-yl)methyl)-N-hydroxybenzamide hydrochloride salt Cl.FC=1C(=NC(=NC1)NC1=CC=C(C=N1)N1CCN(CC1)CC1=CC=C(C(=O)NO)C=C1)C=1C=C(C2=C(N(C(=N2)C)C(C)C)C1)F